(S)-6-bromo-3-nitro-N-(oxetan-2-ylmethyl)pyridin-2-amine BrC1=CC=C(C(=N1)NC[C@H]1OCC1)[N+](=O)[O-]